(R)-Methyl 2-((3,3-diphenylallyl)(1-(4-methoxyphenyl)ethyl)amino)acetate C1(=CC=CC=C1)C(=CCN(CC(=O)OC)[C@H](C)C1=CC=C(C=C1)OC)C1=CC=CC=C1